rac-N-((1R,2R,3R,3aR,8bS)-1,8b-dihydroxy-6,8-dimethoxy-3a-(4-methoxyphenyl)-3-phenyl-2,3,3a,8b-tetrahydro-1H-cyclopenta[b]benzofuran-2-yl)methanesulfonamide O[C@@H]1[C@@H]([C@H]([C@@]2(OC3=C([C@@]21O)C(=CC(=C3)OC)OC)C3=CC=C(C=C3)OC)C3=CC=CC=C3)NS(=O)(=O)C |r|